(3-Oxo-8-azabicyclo[3.2.1]octan-8-yl)(7-ethoxy-6-methoxy-1-(2-(5-methoxy-1H-indol-3-yl)ethyl)-3,4-dihydroisoquinolin-2(1H)-yl)methanone O=C1CC2CCC(C1)N2C(=O)N2C(C1=CC(=C(C=C1CC2)OC)OCC)CCC2=CNC1=CC=C(C=C21)OC